BrC=1C=CC2=C(SC3=C2C=C2C=CC=CC2=C3)C1 3-bromobenzo[b]naphtho[2,3-d]thiophene